C(C1CO1)OCCC[Si](OC)(OC)C 3-glycidyloxy-propylmethyldimethoxysilane